N1C(=NC=C1)CCCCC=O 5-(1H-IMIDAZOL-2-YL)-PENTANAL